C(CCC)NC(=O)C1=CC=C(C=C1)C1=NOC(=N1)CCCNC(OC(C)(C)C)=O tert-butyl (3-(3-(4-(butylcarbamoyl)phenyl)-1,2,4-oxadiazol-5-yl)propyl)carbamate